6-bromo-8-methylquinoline-2,4-dicarboxylic acid BrC=1C=C2C(=CC(=NC2=C(C1)C)C(=O)O)C(=O)O